BrC1=CC(=NC=C1)S(=O)(=O)NC1=CC=C(C=C1)C1=CC2=C(N=CN=C2N2CCOCC2)N1COCC[Si](C)(C)C 4-bromo-N-(4-(4-morpholino-7-((2-(trimethylsilyl)ethoxy)methyl)-7H-pyrrolo[2,3-d]pyrimidin-6-yl)phenyl)pyridine-2-sulfonamide